FC1CCN(CC1)C=1C=NC2=C(CCNC[C@@H]2C)N1 (S)-2-(4-fluoropiperidin-1-yl)-5-methyl-6,7,8,9-tetrahydro-5H-pyrazino[2,3-d]azepine